9,9',9''-(3,5-bis(2,6-diphenylpyrimidin-4-yl)benzene-1,2,4-triyl)tris(3,6-dimethyl-9H-carbazole) C1(=CC=CC=C1)C1=NC(=CC(=N1)C=1C(=C(C=C(C1N1C2=CC=C(C=C2C=2C=C(C=CC12)C)C)C1=NC(=NC(=C1)C1=CC=CC=C1)C1=CC=CC=C1)N1C2=CC=C(C=C2C=2C=C(C=CC12)C)C)N1C2=CC=C(C=C2C=2C=C(C=CC12)C)C)C1=CC=CC=C1